fluoro-4-(5-methyl-1,3,4-thiadiazol-2-yl)benzoyl chloride FC1=C(C(=O)Cl)C=CC(=C1)C=1SC(=NN1)C